(S)-6-(4-(2-hydroxy-1-phenylethylamino)-5-(1,3,4-oxadiazol-2-yl)pyrimidin-2-ylamino)-3,3-dimethylisochroman-1-one OC[C@H](C1=CC=CC=C1)NC1=NC(=NC=C1C=1OC=NN1)NC=1C=C2CC(OC(C2=CC1)=O)(C)C